4-(7-bromobenzothiadiazol-4-yl)-N,N-diphenylaniline BrC1=CC=C(C=2N=NSC21)C2=CC=C(N(C1=CC=CC=C1)C1=CC=CC=C1)C=C2